BrC=1C=CC(=NC1)N(C1=CC=CC=C1)CC1CC1 (5-bromo-2-pyridyl)-(cyclopropylmethyl)-phenyl-amine